C(C1=CC=CC=C1)N1C([C@@H](CC1=O)CC1=CC=C(C=C1)Cl)=O (R)-1-benzyl-3-(4-chlorobenzyl)pyrrolidine-2,5-dione